C(C#C)C1CCN(CC1)C(C)=O 1-(4-Prop-2-ynyl-piperidin-1-yl)-ethanone